isoprene-D CCCCCCCCC1OCC(CO1)(C)C